CC1=C(C=CC(=C1)C)C1=C(C(=O)O)C=C(C=C1)F 2-(2,4-dimethylphenyl)-5-fluorobenzoic acid